3-epoxypropylether CC1C(O1)OC1C(C)O1